Cbz-L-tert-leucine C(=O)(OCC1=CC=CC=C1)N[C@@H](C(C)(C)C)C(=O)O